O1C(COCC1)CN1[C@H]2[C@@](CCC1)(CCC2)COC=2N=C(C1=C(N2)C(=C(N=C1)C1=CC(=CC2=CC=C(C(=C12)CC)F)O)F)N1CCOCCC1 4-(2-{[(4aS,7aR)-1-[(1,4-dioxan-2-yl)methyl]-octahydro-1H-cyclopenta[b]pyridin-4a-yl]methoxy}-8-fluoro-4-(1,4-oxazepan-4-yl)pyrido[4,3-d]pyrimidin-7-yl)-5-ethyl-6-fluoronaphthalen-2-ol